C1(CC1)CN1CCN(CC1)C1CCN(CC1)C=1C=C2C(=C(NC2=CC1)C1=CC(=C(C=C1)OC)OC)C(C)C 5-(4-(4-(cyclopropylmethyl)piperazin-1-yl)piperidin-1-yl)-2-(3,4-dimethoxyphenyl)-3-isopropyl-1H-indole